C(C)(C)(C)OC(=O)NC1=C2C=CN(C2=CC(=C1)C1CC(C1)C(=O)OC)CC(F)(F)F methyl 3-[4-(tert-butoxycarbonylamino)-1-(2,2,2-trifluoroethyl)indol-6-yl]cyclobutanecarboxylate